ClC=1C=C2CC[C@](C2=CC1)(C=O)COC1=C(C=C(C(=O)OC(C)(C)C)C=C1)[N+](=O)[O-] |r| racemic-tert-butyl 4-((5-chloro-1-formyl-2,3-dihydro-1H-inden-1-yl)methoxy)-3-nitrobenzoate